5-oxo-4,5-dihydropyrazolo[1,5-a]pyrimidine-3-carboxylic acid ethyl ester C(C)OC(=O)C=1C=NN2C1NC(C=C2)=O